N-((S)-1-amino-3-((tert-butyldimethylsilyl)oxy)-2-methyl-1-oxopropan-2-yl)-5-(hydroxy(phenyl)methyl)-2-methylbenzofuran-3-carboxamide NC([C@@](CO[Si](C)(C)C(C)(C)C)(C)NC(=O)C1=C(OC2=C1C=C(C=C2)C(C2=CC=CC=C2)O)C)=O